2-[2-(2-methoxymethyloxy-5-trifluoromethyl-phenyl)-2-phenyl-vinyl]-N-methylpiperidine COCOC1=C(C=C(C=C1)C(F)(F)F)C(=CC1N(CCCC1)C)C1=CC=CC=C1